FC(C)(F)C=1C=C(C=CC1F)C=1C=C2C(=NC1)C=NN2C[C@H]2CNC(O2)=O |r| (RS)-5-[[6-[3-(1,1-Difluoroethyl)-4-fluoro-phenyl]pyrazolo[4,3-b]pyridin-1-yl]methyl]oxazolidin-2-one